Dihexadecyldimethyl-ammonium bromide [Br-].C(CCCCCCCCCCCCCCC)[N+](C)(C)CCCCCCCCCCCCCCCC